4-[5-[4-acetylamino-2-(tert-butylsulfamoyl)phenyl]Thiazol-2-yl]Piperazine C(C)(=O)NC1=CC(=C(C=C1)C1=CN=C(S1)N1CCNCC1)S(NC(C)(C)C)(=O)=O